C(C)(C)(C)OC(CC[C@@H](C(=O)N)N1C(C2=CC=C(C=C2C1)C[C@@H]1[C@H](CCC(C1)C)NC(=O)OC(C)(C)C)=O)=O (4S)-5-amino-4-(5-(((1R,2S)-2-((tert-butoxycarbonyl)amino)-5-methylcyclohexyl)methyl)-1-oxoisoindol-2-yl)-5-oxopentanoic acid tert-butyl ester